3-acetamido-5-benzyl-1H-1,2,4-triazole C(C)(=O)NC1=NNC(=N1)CC1=CC=CC=C1